Tetra-p-tolylborate C1(=CC=C(C=C1)[B-](C1=CC=C(C=C1)C)(C1=CC=C(C=C1)C)C1=CC=C(C=C1)C)C